C=12C(=CC=C3C4=CC=CC=C4CC13)C2 methanofluoren